NC=1N=NC(=CC1N1C[C@H]2COC[C@@H](C1)N2C=2C=C(OC1CCN(CC1)C(=O)OCC1=CC=CC=C1)C=CC2)C2=C(C=CC=C2)O benzyl 4-[3-[(1R,5S)-7-[3-amino-6-(2-hydroxyphenyl)pyridazin-4-yl]-3-oxa-7,9-diazabicyclo[3.3.1]nonan-9-yl]phenoxy]piperidine-1-carboxylate